C1(CC1)[C@H]1OC2=C(CN(C1)CC1=CC(=CC=3C=CSC31)[C@H](C(C(=O)O)(C)C)C3=C(C1=C(N(N=N1)C)C=C3)C)N=C(C=C2)O (3S)-3-(7-{[(2R)-2-cyclopropyl-7-hydroxy-2,3-dihydropyrido[2,3-f][1,4]oxazepin-4(5H)-yl]methyl}-1-benzothiophen-5-yl)-3-(1,4-dimethyl-1H-benzotriazol-5-yl)-2,2-dimethylpropanoic acid